(S)-(+)-sec-butylamine CC[C@H](C)N